ethyl 5-amino-3-cyano-1-((2-(trimethylsilyl) ethoxy) methyl)-6,8-dihydro-1H-furo[3,4-d]pyrrolo[3,2-b]pyridine-2-carboxylate NC1=C2C(=C3C(=N1)C(=C(N3COCC[Si](C)(C)C)C(=O)OCC)C#N)COC2